benzyl (2S,3S)-3-methoxy-2-methylazetidine-1-carboxylate CO[C@@H]1[C@@H](N(C1)C(=O)OCC1=CC=CC=C1)C